1-chloro-2-((4-fluorobenzyl)oxy)-4-fluoro-5-nitrobenzene ClC1=C(C=C(C(=C1)[N+](=O)[O-])F)OCC1=CC=C(C=C1)F